C(C)(C)(C)OC(=O)C1CC(CC(C1)C(=O)OC(C)(C)C)C(=O)O 3,5-bis(t-butoxycarbonyl)cyclohexane-1-carboxylic acid